NC=1C(=NON1)CO 4-amino-1,2,5-oxadiazole-3-methanol